CC1=CC(=NN1C=1C=C2C=CN(C2=CC1)CC1=CC=C(C=C1)C1CNCCC1)C(=O)N 5-Methyl-1-(1-(4-(piperidin-3-yl)benzyl)-1H-indol-5-yl)-1H-pyrazol-3-carboxamid